4-{[1-(5-Chloro-2-methoxy-benzenesulfonyl)-1,2,3,4-tetrahydro-quinoline-7-carbonyl]-amino}-benzoic acid ClC=1C=CC(=C(C1)S(=O)(=O)N1CCCC2=CC=C(C=C12)C(=O)NC1=CC=C(C(=O)O)C=C1)OC